FC=1C=C(C=CC1F)[C@H]1N(OCC1)C(=O)C1(COCC1)C (3S)-3-(3,4-difluorophenyl)-2-(3-methyloxolane-3-carbonyl)-1,2-oxazolidine